5-Bromo-2-ethylquinoline BrC1=C2C=CC(=NC2=CC=C1)CC